C(C)[C@H]1[C@H](NC(C1(F)F)=O)COC1=NC=CC=2C=C(C=3N(C12)C=CN3)C(=O)N 1-(((2S,3S)-3-Ethyl-4,4-difluoro-5-oxopyrrolidin-2-yl)methoxy)imidazo[1,2-a][1,7]naphthyridine-6-carboxamide